(1R,2S,5S)-3-((S)-3,3-dimethyl-2-(3-methylbutanamido)butanoyl)-6,6-dimethyl-N-((S)-1-oxo-3-((S)-2-oxopyrrolidin-3-yl)propan-2-yl)-3-azabicyclo[3.1.0]hexane-2-carboxamide CC([C@@H](C(=O)N1[C@@H]([C@H]2C([C@H]2C1)(C)C)C(=O)N[C@H](C=O)C[C@H]1C(NCC1)=O)NC(CC(C)C)=O)(C)C